{1-[1-(ethylsulfonyl)piperidin-4-yl]-3-[4-(7H-pyrrolo[2,3-d]pyrimidin-4-yl)-1H-pyrazol-1-yl]azetidin-3-yl}acetonitrile C(C)S(=O)(=O)N1CCC(CC1)N1CC(C1)(N1N=CC(=C1)C=1C2=C(N=CN1)NC=C2)CC#N